FC1=C(OC2=C(C=C(C=C2)NS(=O)(=O)CC)C2=C3C(=[N+](C(=C2)C)[O-])NC(=C3C)C)C=CC(=C1)F 4-(2-(2,4-Difluorophenoxy)-5-(ethylsulfonylamino)phenyl)-2,3,6-trimethyl-1H-pyrrolo[2,3-b]pyridine 7-oxide